[4-(1-Methoxy-1-methyl-ethyl)phenyl]methanamine COC(C)(C)C1=CC=C(C=C1)CN